(S)-2-methylmorpholin C[C@H]1CNCCO1